OC(=O)C(F)(F)F.COC=1C(=CC2=CN(N=C2C1)C1CCC(CC1)CN1CCNCC1)NC(=O)C1=NC(=CC=C1)C(F)(F)F N-(6-methoxy-2-((1r,4r)-4-(piperazin-1-ylmethyl)cyclohexyl)-2H-indazol-5-yl)-6-(trifluoromethyl)pyridinecarboxamide TFA salt